CN1[C@@H](CCC1)OC(C=C)=O ((2R)-1-methylpyrrolidin-2-yl)prop-2-enoate